3-hydroxy-2-(hydroxymethyl)propyl 4,4-bis(((Z)-oct-5-en-1-yl)oxy)butanoate C(CCC\C=C/CC)OC(CCC(=O)OCC(CO)CO)OCCCC\C=C/CC